(2E)-6-chloro-1,1-dibutoxy-2-hexene ClCCC/C=C/C(OCCCC)OCCCC